C1(CC1)N1N=CC(=C1)[C@@H]1OCC[C@@H](C1)C1=CC=2N(C(=N1)C1=C(C=C(C=C1)C(F)(F)F)F)C=C(N2)C 7-((2R,4S)-2-(1-cyclopropyl-1H-pyrazol-4-yl)tetrahydro-2H-pyran-4-yl)-5-(2-fluoro-4-(trifluoromethyl)phenyl)-2-methylimidazo[1,2-c]pyrimidine